FC1=C(C=C(C=C1)C=1N=C(N2C1C(N(C=C2)CC(=O)N2CC(CC2)F)=O)C)C(F)(F)F 1-(4-fluoro-3-(trifluoromethyl)phenyl)-7-(2-(3-fluoropyrrolidin-1-yl)-2-oxoethyl)-3-methylimidazo[1,5-a]pyrazin-8(7H)-one